3-methylimidazo[1,5-a]pyridine-1-carboxamide CC1=NC(=C2N1C=CC=C2)C(=O)N